CN1CC(=CCC1)C1=NOC2=C1C=CC=C2 3-(1-methyl-1,2,5,6-tetrahydropyridin-3-yl)benzo[d]isoxazole